COC=1C=CC2=C(C(C=3N(C4=CC=CC=C4C3C2=O)C)(C)C)C1 8-Methoxy-5,6,6-trimethyl-5,6-dihydro-benzo[b]carbazol-11-one